3-decyltridecyl 7-(methoxy(methyl)amino)-7-oxoheptanoate CON(C(CCCCCC(=O)OCCC(CCCCCCCCCC)CCCCCCCCCC)=O)C